Benzyl 6-[(p-iodophenyl)methoxy]-2-pyridinecarboxylate IC1=CC=C(C=C1)COC1=CC=CC(=N1)C(=O)OCC1=CC=CC=C1